OC(C(=O)O)(C)C alpha-Hydroxyisobutyric acid